N1=C2C(=CC=C1)COCC2 7,8-dihydro-5H-pyrano[4,3-b]pyridine